COC(C(O)C=1C(NC(N([C@H]2[C@H](O)[C@H](O)[C@@H](CO)O2)C1)=O)=O)=O uridine-5-glycolic acid methyl ester